5-methyl-1H-indazol-4-yl-1H-pyrrole CC=1C(=C2C=NNC2=CC1)N1C=CC=C1